1-(2-cyanoethyl)-2-phenylimidazole C(#N)CCN1C(=NC=C1)C1=CC=CC=C1